6,6-dimethyl-3-{6-[(2R)-2-methylpiperazine-1-carbonyl]-1H-indol-2-yl}-4,5,6,7-tetrahydro-1H-indazole tri-hydrochloride Cl.Cl.Cl.CC1(CCC=2C(=NNC2C1)C=1NC2=CC(=CC=C2C1)C(=O)N1[C@@H](CNCC1)C)C